1-(cyclohexylmethyl)-5-cyclopropyl-1H-pyrazole C1(CCCCC1)CN1N=CC=C1C1CC1